n-methyl-3-(5,6,7,8-tetrahydronaphthalen-2-yl)cyclobutan-1-amine, trifluoroacetic acid salt FC(C(=O)O)(F)F.CNC1CC(C1)C1=CC=2CCCCC2C=C1